[2-[(2-chloro-6-methyl-4-pyridyl)oxy]ethyl]carbamate ClC1=NC(=CC(=C1)OCCNC([O-])=O)C